N-heptadecyl-alpha-heptadecylnitrone C(CCCCCCCCCCCCCCCC)[N+](=CCCCCCCCCCCCCCCCCC)[O-]